1-(2-Chlorophenyl)-3,5-Dimethyl-1h-Pyrazole ClC1=C(C=CC=C1)N1N=C(C=C1C)C